2-(3-((tert-butyldimethylsilyl)oxy)cyclopentyl)-4-(trifluoromethyl)thiazole ethyl-8-tert-butyl-3-(3,5-dichlorophenyl)-2-methylimidazo[1,2-b]pyridazine-7-carboxylate C(C)OC(=O)C1=C(C=2N(N=C1)C(=C(N2)C)C2=CC(=CC(=C2)Cl)Cl)C(C)(C)C.[Si](C)(C)(C(C)(C)C)OC2CC(CC2)C=2SC=C(N2)C(F)(F)F